2-(5-((4-amino-6-chloro-1H-pyrazolo[3,4-d]pyrimidin-1-yl)methyl)-2-methoxyphenyl)ethane-1-ol NC1=C2C(=NC(=N1)Cl)N(N=C2)CC=2C=CC(=C(C2)CCO)OC